4-acetoxy-1,3-cyclohexanedione C(C)(=O)OC1C(CC(CC1)=O)=O